C12CN(CC2C1)C1=CC=C(C(=N1)C)CN1N=NC(=C1)C(=O)N[C@@H]1CCC2=C1NN=C2C 1-[(6-{3-Azabicyclo[3.1.0]hex-3-yl}-2-methylpyridin-3-yl)methyl]-N-[(6R)-3-methyl-1H,4H,5H,6H-cyclopenta[c]pyrazol-6-yl]-1H-1,2,3-triazole-4-carboxamide